p-methylphenyl-ascorbate CC1=CC=C(C=C1)OC1=C(C(=O)O[C@@H]1[C@@H](O)CO)O